monononyl ether C(CCCCCCCC)OCCCCCCCCC